C1(CCC1)CN(C(OC(C)(C)C)=O)[C@H]1CN(CCC1)C=1C=NC(=CC1)CNC(=O)C=1N=C2N(C(C1)=O)C=CC=C2 tert-butyl N-(cyclobutylmethyl)-N-[(3R)-1-[6-[[(4-oxo pyrido[1,2-a]pyrimidine-2-carbonyl)amino]methyl]-3-pyridyl]-3-piperidyl]carbamate